O1CCN(CC1)C1=CC=C(C=C1)C=1C=CC(N(N1)CCC=1C=C2C=CC=NC2=CC1)=O 6-(4-morpholinophenyl)-2-(2-(quinolin-6-yl)ethyl)pyridazin-3(2H)-one